(Z)-2-((dimethylamino)methylene)-5-methylcyclohexan-1-one CN(C)\C=C\1/C(CC(CC1)C)=O